(1r,3r)-3-((5-(1-(2-fluoroethyl)-1H-benzo[d][1,2,3]triazol-6-yl)-4-methoxypyrrolo[2,1-f][1,2,4]triazin-2-yl)amino)-1-methylcyclobutan-1-ol FCCN1N=NC2=C1C=C(C=C2)C=2C=CN1N=C(N=C(C12)OC)NC1CC(C1)(O)C